3-propoxybenzene-1,2-diamine C(CC)OC1=C(C(=CC=C1)N)N